(E)-N-(6-bromo-3-(2-chloro-5-fluorophenyl)-1-(ethoxyimino)-2-(4-methoxybenzyl)isoindolin-4-yl)-3-fluoro-5-(trifluoromethyl)benzamide BrC1=CC(=C2C(N(/C(/C2=C1)=N/OCC)CC1=CC=C(C=C1)OC)C1=C(C=CC(=C1)F)Cl)NC(C1=CC(=CC(=C1)C(F)(F)F)F)=O